ClC1=NC=C(C2=C1C=CS2)[N+](=O)[O-] 4-chloro-7-nitrothieno[3,2-c]pyridine